N1(N=CC=C1)C=1C=C(C=CC1)C1=NC(=C2N=C(N(C2=N1)CC)N1CC(N(CC1)C)=O)N1CCOCC1 4-(2-(3-(1H-pyrazol-1-yl)phenyl)-9-ethyl-6-morpholino-9H-purin-8-yl)-1-methylpiperazin-2-one